4-hydroxy-4-(phenylethynyl)piperidine hydrochloride Cl.OC1(CCNCC1)C#CC1=CC=CC=C1